2-(2-chloro-6-fluorophenyl)-N-[6-(3-fluorophenylamino)pyridazin-4-yl]acetamide ClC1=C(C(=CC=C1)F)CC(=O)NC1=CN=NC(=C1)NC1=CC(=CC=C1)F